ClC1=NN=C2N1C1=CC=CC=C1C(=N2)N(C)C=2C=C(C=CC2)C2=CC=C(C=C2)S(=O)(=O)CC2CC2 chloro-N-(4'-((cyclopropylmethyl)sulfonyl)-[1,1'-biphenyl]-3-yl)-N-methyl-[1,2,4]triazolo[4,3-a]quinazolin-5-amine